C1(CC1)C1CC(C(O1)C(=O)O)C1=C(C(=C(C=C1)F)F)OC 5-cyclopropyl-3-(3,4-difluoro-2-methoxyphenyl)tetrahydrofuran-2-carboxylic acid